ClC1=CC(=NC=2N1N=CC2C2CCC2)C2=NC(=NC=C2)SC 7-chloro-3-cyclobutyl-5-(2-methylsulfanyl-pyrimidin-4-yl)pyrazolo[1,5-a]pyrimidine